O=C1N(C(C=C1)=O)CCCCCCN[C@@H](C)C(C)C (S)-2-(6-(2,5-dioxo-2,5-dihydro-1H-pyrrol-1-yl)hexylamino)-3-methylbutan